BrC1=CC2=C(N=C3N2C(CC3)CO)C(=C1)F (7-bromo-5-fluoro-2,3-dihydro-1H-benzo[d]pyrrolo[1,2-a]imidazol-1-yl)methanol